C/C(=C\\CC/C=C(/CC/C=C(/CC[C@@H]1OC1(C)C)\\C)\\C)/CC/C=C(/CC[C@@H]2OC2(C)C)\\C The molecule is a squalene triterpenoid obtained by epoxidation accross the 2,3- and 22,23-double bonds of squalene. It has a role as a plant metabolite. It is an epoxide and a squalene triterpenoid.